CN(NC(=O)N=N)OCCC methyl-(propoxycarbazone)